6-Chloro-3-fluoro-2-methyl-4-(trifluoromethyl)pyridine ClC1=CC(=C(C(=N1)C)F)C(F)(F)F